bis(di-tert-butyl-hydroxyphosphino)palladium C(C)(C)(C)P(O)(C(C)(C)C)[Pd]P(C(C)(C)C)(C(C)(C)C)O